FC=1C=CC(=NC1)OC[C@H]1N(C2CC([C@H]1C)C2)C(=O)C2=NC(=CC=C2C2=NC=CC=N2)C (3S,4R)-3-{[(5-Fluoropyridin-2-yl)oxy]methyl}-4-methyl-2-[6-methyl-3-(pyrimidin-2-yl)pyridin-2-carbonyl]-2-azabicyclo[3.1.1]heptan